COC(=O)C=1C=C2C(=NC1)C[C@]1(C2)C(NC2=NC=C(C=C21)/C=C/CCCCC(C(=O)OC(C)(C)C)C(=O)OC(C)(C)C)=O Ditert-butyl 2-[(E)-6-[(3S)-3'-methoxycarbonyl-2-oxo-spiro[1H-pyrrolo[2,3-b]pyridine-3,6'-5,7-dihydrocyclopenta[b]pyridine]-5-yl]hex-5-enyl]propanedioate